1,3-di(dodecyl)imidazolium C(CCCCCCCCCCC)N1C=[N+](C=C1)CCCCCCCCCCCC